COC(=O)C1=CC=C(C=C1)[C@@H]1CC2(CC2)CC[C@H]1OC1=C2C=CN(C2=C(C=C1C)C)C(=O)OC(C)(C)C |r| racemic-tert-butyl 4-(((5S*,6R*)-5-(4-(methoxycarbonyl)phenyl)spiro[2.5]octan-6-yl)oxy)-5,7-dimethyl-1H-indole-1-carboxylate